C[C@]12C\C=C/C(C\C=C(/CC[C@@H]2O1)\C)(C)C (1R,3Z,7Z,11S)-1,5,5,8-tetramethyl-12-oxabicyclo[9.1.0]dodeca-3,7-diene